6-(4-(1H-pyrazol-1-yl)phenyl)-2,2-difluoro-7-azaspiro[3.5]nonane N1(N=CC=C1)C1=CC=C(C=C1)C1CC2(CC(C2)(F)F)CCN1